2-(phenylseleno)ethan-1-one C1(=CC=CC=C1)[Se]CC=O